P(=O)(O)(O)NC(N(CCC)CC(=O)O)=N 2-(3-phosphono-1-propylguanidino)acetic acid